C(=O)O.N[C@@H](CC1=CC(=C(C(=O)N)C=C1)F)CN1C(C2=CC=CC=C2C1=O)=O (S)-4-(2-amino-3-(1,3-dioxoisoindolin-2-yl)propyl)-2-fluorobenzamide formic acid salt